OC(CN(C[C@H](O)[C@@H](O)[C@H](O)[C@H](O)CO)CC(CN1CCN(CCN(CCN(CC1)CC(OC(C)(C)C)=O)CC(OC(C)(C)C)=O)CC(OC(C)(C)C)=O)O)CN1CCN(CCN(CCN(CC1)CC(OC(C)(C)C)=O)CC(OC(C)(C)C)=O)CC(=O)OC(C)(C)C 1-[bis[2-hydroxy-3-[4,7,10-tris[2-(1,1-dimethylethoxy)-2-oxoethyl]-1,4,7,10-tetraazacyclododecan-1-yl]propyl]amino]-1-deoxy-D-glucitol